4,8,11,11-tetramethyltricyclo[7.2.0.02,4]undecane-5,8-diol CC12CC1C1C(CC1C(CCC2O)(O)C)(C)C